NC=1C(=C(C=CC1)C1=C(C(=NC=C1)C1=CC(=C(C=C1)CN(C(OC(C)(C)C)=O)C[C@H]1NC(CC1)=O)OC)Cl)Cl tert-butyl N-[[4-[4-(3-amino-2-chloro-phenyl)-3-chloro-2-pyridyl]-2-methoxy-phenyl]methyl]-N-[[(2S)-5-oxopyrrolidin-2-yl]methyl]carbamate